N[C@H](C(=O)OC(C)C)CCS(=O)(=N)CCC(C(F)(F)F)O isopropyl (2S)-2-amino-4-[S-(4,4,4-trifluoro-3-hydroxybutyl)sulfonimidoyl]butanoate